(2R)-2-amino-2-[4-(4-methyl-1,3-thiaazol-5-yl)phenyl]ethan-1-ol dihydrochloride Cl.Cl.N[C@@H](CO)C1=CC=C(C=C1)C1=C(N=CS1)C